sec-butylcarbonate C(C)(CC)OC([O-])=O